3-Fluoro-6-(5-(4-(methylsulfonyl)piperazin-1-yl)benzo[d]oxazol-2-yl)-4-(trifluoromethyl)pyridin-2-ol FC=1C(=NC(=CC1C(F)(F)F)C=1OC2=C(N1)C=C(C=C2)N2CCN(CC2)S(=O)(=O)C)O